[OH-].OCC[N+](CC(CC)(CO)CO)(C)C N-(2-hydroxyethyl)-N,N-dimethyl-N-(2,2'-dimethylolbutyl)ammonium hydroxide